1-Amino-2-naphthyl sulfate S(=O)(=O)(OC1=C(C2=CC=CC=C2C=C1)N)[O-]